NC=1C(=NC(=CN1)C1=CC=C(C=C1)N1[C@@H]2CN([C@H](C1)C2)CC(F)(F)F)C=2C=C1CCNC(C1=CC2)=O 6-(3-amino-6-(4-((1S,4S)-5-(2,2,2-trifluoroethyl)-2,5-diazabicyclo[2.2.1]heptan-2-yl)phenyl)pyrazin-2-yl)-3,4-dihydroisoquinolin-1(2H)-one